2-(4,4,5,5-Tetramethyl-1,3,2-dioxaborolan-2-yl)-aniline CC1(OB(OC1(C)C)C1=C(N)C=CC=C1)C